3-[(3,5-difluorophenyl)amino]-2-[3-(2-methoxyethoxy)pyridin-4-yl]-1,5,6,7-tetrahydro-4H-pyrrolo[3,2-c]pyridin-4-one FC=1C=C(C=C(C1)F)NC1=C(NC2=C1C(NCC2)=O)C2=C(C=NC=C2)OCCOC